BrC1=C(C=C(C=C1COC)COC)C(\C=C\C1=CC=C(C=C1)OC)=O 1-(2-bromo-3,5-dimethoxymethylphenyl)-3-(4-methoxyphenyl)-(2E)-2-propen-1-one